6-chloro-2-fluoro-4-(1-methyl-1H-pyrazol-4-yl)pyridin-3-yl trifluoromethanesulfonate FC(S(=O)(=O)OC=1C(=NC(=CC1C=1C=NN(C1)C)Cl)F)(F)F